ClC=1C=CC=C2C(C3=C(C(N(CC3)C3=CC(=C(C=C3)Cl)C(F)(F)F)=O)OC12)=O 9-chloro-2-(4-chloro-3-(trifluoromethyl)phenyl)-3,4-dihydro-2H-chromeno[2,3-c]pyridine-1,5-dione